5-[(4-chlorophenyl)methyl]-8-hydrazinyl-3-(morpholin-4-yl)pyrimido[5,4-c]pyridazin-6(5H)-one ClC1=CC=C(C=C1)CN1C(N=C(C=2N=NC(=CC21)N2CCOCC2)NN)=O